oxazol-5-ylmethyl (4-((3-(oxetan-3-yl)-3-azabicyclo[3.1.1]heptan-6-yl)methyl)phenyl)carbamate O1CC(C1)N1CC2C(C(C1)C2)CC2=CC=C(C=C2)NC(OCC2=CN=CO2)=O